N-tert-Butoxycarbonyl-N-[[1-methyl-4-[4-(trifluoromethoxy)phenyl]-7-vinyl-imidazo[4,5-c]pyridin-6-yl]methyl]carbamic acid tert-butyl ester C(C)(C)(C)OC(N(CC1=C(C2=C(C(=N1)C1=CC=C(C=C1)OC(F)(F)F)N=CN2C)C=C)C(=O)OC(C)(C)C)=O